methyl 6-(((tert-butyldimethylsilyl)oxy)methyl)-5-methoxypyrazine-2-carboxylate [Si](C)(C)(C(C)(C)C)OCC1=C(N=CC(=N1)C(=O)OC)OC